propane-1,2-diyl dipalmitate C(CCCCCCCCCCCCCCC)(=O)OCC(C)OC(CCCCCCCCCCCCCCC)=O